(2S)-1-(N-cyclopropyl-3-fluoro-4-methylphenylsulfonimidoyl)-N-(4,4-difluorocyclohexyl)-N-((2,3-dihydrobenzofuran-6-yl)methyl)pyrrolidine-2-carboxamide C1(CC1)N=S(=O)(C1=CC(=C(C=C1)C)F)N1[C@@H](CCC1)C(=O)N(CC1=CC2=C(CCO2)C=C1)C1CCC(CC1)(F)F